CN(CCC1CC12CNC(N(C2)CC2=CC=C(C=C2)OCC(C)C)=O)C (2-(dimethylamino)ethyl)-7-(4-isobutoxybenzyl)-5,7-diazaspiro[2.5]octane-6-one